2-(7-(benzyloxy)-1-(cyclopropylmethyl)-1H-indol-2-yl)-3-(2-((tert-butyldiphenylsilyl)oxy)ethyl)-4-methoxybenzofuran-6-carboxylic acid ethyl ester C(C)OC(=O)C1=CC2=C(C(=C(O2)C=2N(C3=C(C=CC=C3C2)OCC2=CC=CC=C2)CC2CC2)CCO[Si](C2=CC=CC=C2)(C2=CC=CC=C2)C(C)(C)C)C(=C1)OC